bis(4-methoxybenzyl)-3-nitropyridine-2,4-diamine COC1=CC=C(CC2=C(C(=C(C(=N2)N)[N+](=O)[O-])N)CC2=CC=C(C=C2)OC)C=C1